carboxyethyl-silanetriol disodium salt [Na+].[Na+].C(=O)([O-])CC[Si](O)(O)O.C(=O)([O-])CC[Si](O)(O)O